rac-(1r,4r,z)-4-fluoro-N'-hydroxyquinuclidine-3-carboxamidine FC12C(CN(CC1)CC2)/C(=N/O)/N